COC(=O)C1=NC(=NO1)C=1SC=CC1 3-(thiophen-2-yl)-1,2,4-oxadiazole-5-carboxylic acid methyl ester